SCC(CCCC(OC1OCCCC1)C=1C=C(C=CC1)C[C@@H](C(=O)OCC)C)(C)C ethyl (2S)-3-(3-(6-mercapto-5,5-dimethyl-1-((tetrahydro-2H-pyran-2-yl)oxy)hexyl)phenyl)-2-methylpropanoate